2-(3-chloro-pyridin-2-yl)-5-(2,2-difluoro-ethoxy)-2H-pyrazole-3-carbonyl chloride ClC=1C(=NC=CC1)N1N=C(C=C1C(=O)Cl)OCC(F)F